NC1=NN(C=2CN(CCC21)CC(C)C)C(=O)C2CCNC1=CC=C(C=C21)F (3-amino-6-isobutyl-4,5,6,7-tetrahydropyrazolo[3,4-c]pyridin-1-yl)(6-fluoro-1,2,3,4-tetrahydroquinolin-4-yl)methanone